COC([C@@H](N(C(CCCC)=O)CC1=CC=C(C=C1)C1=C(C=CC=C1)C#N)C(C)C)=O N-[(2'-cyano-biphenyl-4-yl)methyl]-N-valeryl-L-valine methyl ester